1-(4-(4-nitrophenyl)piperazin-1-yl)ethan [N+](=O)([O-])C1=CC=C(C=C1)N1CCN(CC1)CC